1-(dimethylamino)-3-methylbut-3-en-2-one CN(CC(C(=C)C)=O)C